N-[(9R,10E,13S)-3,9-dimethyl-8-oxo-3,4,7,15-tetraazatricyclo[12.3.1.02,6]Octadeca-1(18),2(6),4,10,14,16-hexaen-13-yl]Carbamic acid tert-butyl ester C(C)(C)(C)OC(N[C@H]1C/C=C/[C@H](C(NC=2C=NN(C2C=2C=CN=C1C2)C)=O)C)=O